CC1=CN=C(S1)C1=C2C=NN(C2=CC(=C1)C(=O)N[C@H](C)C=1C=NC(=NC1)C(F)(F)F)[C@@H]1COCC1 4-(5-methylthiazol-2-yl)-1-((S)-tetrahydrofuran-3-yl)-N-((R)-1-(2-(trifluoromethyl)pyrimidin-5-yl)ethyl)-1H-indazole-6-carboxamide